(S)-6,7-dimethoxy-9-(2-(1-phenyl-3,4-dihydroisoquinolin-2(1H)-yl)pyrimidin-5-yl)naphtho[2,3-c]furan-1(3H)-one COC1=CC2=CC3=C(C(OC3)=O)C(=C2C=C1OC)C=1C=NC(=NC1)N1[C@H](C2=CC=CC=C2CC1)C1=CC=CC=C1